4-cyclopropyl-2-[(1s,4s,5r)-5-[5-cyclopropyl-3-(2,6-dichlorophenyl)-1,2-oxazole-4-carbonyloxy]-2-azabicyclo[2.2.1]heptan-2-yl]-1,3-benzothiazole-6-carboxylic acid C1(CC1)C1=CC(=CC2=C1N=C(S2)N2[C@@H]1C[C@H]([C@H](C2)C1)OC(=O)C=1C(=NOC1C1CC1)C1=C(C=CC=C1Cl)Cl)C(=O)O